1,6-dimethyl-4-[4-(3-methylphenoxy)piperidin-1-yl]-2-oxo-1,2-dihydroquinoline-3-carbonitrile CN1C(C(=C(C2=CC(=CC=C12)C)N1CCC(CC1)OC1=CC(=CC=C1)C)C#N)=O